NCC1=CC=C(C=C1)C(C(F)(F)F)O 1-(4-(Aminomethyl)phenyl)-2,2,2-trifluoroethan-1-ol